tert-butyl (trans-3-aminocyclohexyl)carbamate N[C@@H]1C[C@H](CCC1)NC(OC(C)(C)C)=O